COC(=O)C=1C=C(C=C2C=NN(C12)CC=1SC(=CC1)Br)F ((5-bromothien-2-yl)methyl)-5-fluoro-1H-indazole-7-carboxylic acid methyl ester